C1(CC1)C=1SC2=C(N1)NC(=C2)C(=O)O 2-cyclopropyl-4H-pyrrolo[2,3-d]thiazole-5-carboxylic acid